L-leucine potassium sulfate S(=O)(=O)([O-])[O-].[K+].N[C@@H](CC(C)C)C(=O)O.[K+]